CN(C1=CC=C(C(=O)C2=C(C(=O)O)C=C(C=C2)N(C)C)C=C1)C 2-[p-(dimethylamino)benzoyl]-5-(dimethylamino)benzoic acid